tert-butyl 2-({3-cyano-6-[(3R)-3-(3-methyl-2-oxoimidazolidin-1-yl) piperidin-1-yl] pyrazin-2-yl} amino)-4H,6H,7H-pyrazolo[1,5-a]pyrazine-5-carboxylate C(#N)C=1C(=NC(=CN1)N1C[C@@H](CCC1)N1C(N(CC1)C)=O)NC1=NN2C(CN(CC2)C(=O)OC(C)(C)C)=C1